copper montanate C(CCCCCCCCCCCCCCCCCCCCCCCCCCC)(=O)[O-].[Cu+2].C(CCCCCCCCCCCCCCCCCCCCCCCCCCC)(=O)[O-]